CC1=CC=C(C=C1)S(=O)(=O)C1CCN(CC1)C(=O)OC(C)(C)C tert-butyl 4-(p-toluenesulfonyl)piperidine-1-carboxylate